tert-butyl 2-(5-(3-((cyclohexylcarbamoyl)oxy)phenyl)pyridin-3-yl)-1H-pyrrole-1-carboxylate C1(CCCCC1)NC(=O)OC=1C=C(C=CC1)C=1C=C(C=NC1)C=1N(C=CC1)C(=O)OC(C)(C)C